C(C)(C)C1=C(C=CC=C1)B(C(F)(F)F)C(F)(F)F 2-isopropylphenyl-bis(trifluoromethyl)borane